5-(3-Chloro-2-fluoro-6-(1H-tetrazol-1-yl)phenyl)-2-(2-(4,7-dihydropyrano[3,4-c]pyrazol-1(5H)-yl)-1-(4-(2-(trifluoromethyl)pyridin-4-yl)-1H-pyrazol-1-yl)ethyl)pyridine 1-oxide ClC=1C(=C(C(=CC1)N1N=NN=C1)C=1C=CC(=[N+](C1)[O-])C(CN1N=CC2=C1COCC2)N2N=CC(=C2)C2=CC(=NC=C2)C(F)(F)F)F